[Cl-].C(C)(=O)SC[C@H](NC(CC[C@H](N)C(=O)O)=O)C(=O)NCC(=O)O S-acetyl-glutathione chloride